2-(4-(tert-butoxycarbonyl)piperazin-1-yl)-4-(3-hydroxyoxetan-3-yl)benzoic acid C(C)(C)(C)OC(=O)N1CCN(CC1)C1=C(C(=O)O)C=CC(=C1)C1(COC1)O